CNC(C1=C(C=CC=C1)SC1=CC=C2C(=NNC2=C1)\C=C\C1=NC=CC(=C1)OCCN1CCCC1)=O N-methyl-2-({3-[(E)-2-{4-[2-(pyrrolidin-1-yl)ethoxy]pyridin-2-yl}vinyl]-1H-indazol-6-yl}thio)benzamide